N1(CCCCCC1)CC(=O)NC=1C=C(C(=NC1)C)NC(=O)C=1C=C2C(=NC1)NC(=C2)C=2C=NN(C2)C N-(5-(2-(azepan-1-yl)acetamido)-2-methylpyridin-3-yl)-2-(1-methyl-1H-pyrazol-4-yl)-1H-pyrrolo[2,3-b]pyridine-5-carboxamide